CN1C(N(C2=NC(=NC=C12)NC1=C(C=C(C=C1)S(=O)(=O)C)C)C1CCOCC1)=O 7-methyl-2-((2-methyl-4-(methylsulfonyl)phenyl)amino)-9-(tetrahydro-2H-pyran-4-yl)-7,9-dihydro-8H-purin-8-one